(1R,2S,5S)-N-[cyano(1,6-naphthyridin-8-yl)methyl]-6,6-dimethyl-3-[(2S)-3-(4-pyridyl)-2-[[2-[tetrahydrofuran-3-yl]acetyl]amino]propanoyl]-3-azabicyclo[3.1.0]hexane-2-carboxamide C(#N)C(NC(=O)[C@@H]1[C@H]2C([C@H]2CN1C([C@H](CC1=CC=NC=C1)NC(CC1COCC1)=O)=O)(C)C)C=1C=NC=C2C=CC=NC12